NC1=C2C(=NC=N1)N(N=C2C=2C=CC1=C(N=C(O1)N)C2)CC2=CC=C(C=C2)CN 5-[4-amino-1-[[4-(aminomethyl)phenyl]methyl]pyrazolo[3,4-d]pyrimidin-3-yl]-1,3-benzoxazol-2-amine